1-(2,2-difluoroethyl)-N-[4-[(6,7-dimethoxy-1,5-naphthyridin-4-yl)oxy]-3-fluorophenyl]-5-(4-fluorophenyl)-2-methyl-4-oxopyridine-3-carboxamide FC(CN1C(=C(C(C(=C1)C1=CC=C(C=C1)F)=O)C(=O)NC1=CC(=C(C=C1)OC1=CC=NC2=CC(=C(N=C12)OC)OC)F)C)F